FC1=C(C=CC(=C1)OC1=CC(=NC=C1)C=1SC=C(N1)C)NC1=NC=NC2=CC(=C(C=C12)NC1CCN(CC1)C(C=C)=O)OC 1-(4-((4-((2-fluoro-4-((2-(4-methylthiazol-2-yl)pyridin-4-yl)oxy)phenyl)amino)-7-methoxyquinazolin-6-yl)amino)piperidin-1-yl)prop-2-en-1-one